6,6-difluoro-N-[8-(6-methoxypyridazin-4-yl)-6H-isochromeno[3,4-b]pyridin-3-yl]-8-azabicyclo[3.2.1]octan-3-amine FC1(C2CC(CC(C1)N2)NC2=CC=C1C(=N2)OCC=2C=C(C=CC21)C2=CN=NC(=C2)OC)F